CC1(C=2C=CC=CC2C(C2=CC=CC=C12)=O)C 10,10-Dimethyl-anthrone